O1OOOCC1 Tetroxane